(Z)-5-((1-(p-tolyl)-1H-pyrrol-2-yl)methylene)thiazolidin-2,4-dione C1(=CC=C(C=C1)N1C(=CC=C1)\C=C/1\C(NC(S1)=O)=O)C